(S)-5-chloro-N-(8,9-difluoro-6-oxo-1,4,5,6-tetrahydro-2H-pyrano[3,4-c]isoquinolin-1-yl)-N-methylnicotinamide ClC=1C=NC=C(C(=O)N(C)[C@@H]2COCC=3NC(C=4C=C(C(=CC4C32)F)F)=O)C1